FC=1C=C(CC2=CC(=NC=C2)N2N=C(C(=C2CO)C(=O)OCC)C)C=C(C1)C(F)(F)F ethyl 1-(4-(3-fluoro-5-(trifluoromethyl)benzyl)pyridin-2-yl)-5-(hydroxymethyl)-3-methyl-1H-pyrazole-4-carboxylate